CC1=NC=CC(=C1)[C@H](C1=CC=C(C(=O)N)C=C1)OC1=CC=C2C(CCOC2=C1)=O (S)-4-((2-Methylpyridin-4-yl)((4-oxochroman-7-yl)oxy)methyl)benzamide